C(C)(C)(C)OC(C1=CC(=CC=C1)C1=NC2=C(C(=CC=C2C(=C1)N1C=NC=C1)Br)OC)=O 3-(7-bromo-4-(1H-imidazol-1-yl)-8-methoxyquinolin-2-yl)benzoic acid tert-butyl ester